C1(CC1)C1=C(C(=NO1)C1=C(C=NC=C1Cl)Cl)COC12CCC(CC1)(CC2)COC=2C=C1C(=CC=NC1=CC2)C(F)(F)F 6-((4-((5-Cyclopropyl-3-(3,5-dichloropyridin-4-yl)isoxazol-4-yl)methoxy)bicyclo[2.2.2]octan-1-yl)methoxy)-4-(trifluoromethyl)chinolin